ClC=1N=C(C=2N=CN([C@H]3C[C@H](O)[C@@H](CO)O3)C2N1)N (2-chloro-2'-deoxyadenosine)